8-(1-(2,2-difluoroethyl)-1H-pyrazolo[3,4-b]pyrazin-6-yl)-2-(6-(2-methoxyethoxy)pyridin-2-yl)-2,8-diazaspiro[4.5]decan-1-one FC(CN1N=CC=2C1=NC(=CN2)N2CCC1(CCN(C1=O)C1=NC(=CC=C1)OCCOC)CC2)F